1,2-diethylpyrrole C(C)N1C(=CC=C1)CC